FC1=C(C=CC=C1)C1=NN2C(OCC3(CCC3)C2)=C1C(=O)N[C@@H]1C(NC2=C(C(=N1)C1=CC=CC=C1)C=CC=C2F)=O 2-(2-Fluorophenyl)-N-[(3S)-9-fluoro-2-oxo-5-phenyl-1,3-dihydro-1,4-benzodiazepin-3-yl]spiro[5,7-dihydropyrazolo[5,1-b][1,3]oxazine-6,1'-cyclobutane]-3-carboxamide